C(C(C)C)OC=1N(C(C2=CC(=CC(=C2C1)[C@@H](C)NC1=C(C(=O)OC)C=CC=C1)C)=O)C methyl (R)-2-((1-(3-isobutoxy-2,7-dimethyl-1-oxo-1,2-dihydroisoquinolin-5-yl)ethyl)amino)benzoate